FC1=C(C=C(C=C1)C)C1=C(C=NN1)C(F)(F)F 5-(2-fluoro-5-methylphenyl)-4-(trifluoromethyl)-1H-pyrazole